OC1=CC=C(C=C1)/C=C/C(=O)C1=C(C=CC=C1)C(F)(F)F (E)-3-(4-Hydroxyphenyl)-1-[2-(trifluoromethyl)phenyl]prop-2-en-1-one